ethyl[8-(6-fluoro-7-methoxyquinazolin-4-yl)-2,8-diazaspiro[4.5]decan-2-yl]imino-λ6-sulfanone C(C)S(=O)=NN1CC2(CC1)CCN(CC2)C2=NC=NC1=CC(=C(C=C21)F)OC